cobalt-nickel-copper [Cu].[Ni].[Co]